OB1OC(C2=C1C=CC(=C2)S(=O)(=O)N)O 1,3-dihydroxy-1,3-dihydrobenzo[c][1,2]oxaborole-5-sulfonamide